4-(6-(3-((2-(3-carboxypropionyl)-5-methoxybenzo[b]selenophen-6-yl)oxy)propoxy)-5-methoxybenzo[b]thiophen-2-yl)-4-oxobutanoic acid C(=O)(O)CCC(=O)C1=CC2=C([Se]1)C=C(C(=C2)OC)OCCCOC=2C(=CC1=C(SC(=C1)C(CCC(=O)O)=O)C2)OC